tert-Butyl (S)-2-((6-bromopyridin-2-yl)carbamoyl)azetidine-1-carboxylate BrC1=CC=CC(=N1)NC(=O)[C@H]1N(CC1)C(=O)OC(C)(C)C